CC1=CCC(CC1)C(CC=O)C 3-(4-methyl-1-cyclohex-3-enyl)-butanal